OCCC1=CC=CC(=N1)C(=O)OCC ethyl 6-(2-hydroxyethyl)pyridine-2-carboxylate